(2S,4r)-1-[(2S)-2-[4-(5-chloro-2-thienyl)triazol-1-yl]-3,3-dimethyl-butyryl]-4-hydroxy-N-methyl-pyrrolidine-2-carboxamide ClC1=CC=C(S1)C=1N=NN(C1)[C@H](C(=O)N1[C@@H](C[C@H](C1)O)C(=O)NC)C(C)(C)C